C(CCC)C1C(=NN(C1(C(=O)O)C)C1=C(C=C(C=C1)F)F)C1=CC=C(C=C1)F 4-butyl-1-(2,4-difluorophenyl)-3-(4-fluorophenyl)-5-methyl-4,5-dihydro-1H-pyrazole-5-carboxylic acid